2-propylene maleate C1(\C=C/C(=O)OC(CO1)C)=O